COC=1C=C(C[C@@H]2[C@H]([C@H](OC2)C2=CC=C(C=C2)F)C2C(CC2)(C(=O)[O-])C)C=CC1OC ((2S,3R,4R)-4-(3,4-Dimethoxybenzyl)-2-(4-fluorophenyl)tetrahydrofuran-3-yl)-methylcyclobutanecarboxylate